C(C)N(CCOC=1C=CC2=C(OC3=C2C(C2=CC=C(C=C2C3(C)C)OC)=O)C1)CC 3-(2-Diethylamino-ethoxy)-8-methoxy-6,6-dimethyl-6H-benzo[b]naphtho[2,3-d]furan-11-one